4-(4-(3-(4-tert-butylbenzamido)-2-methylphenyl)-7H-pyrrolo[2,3-d]pyrimidin-6-yl)benzoic acid C(C)(C)(C)C1=CC=C(C(=O)NC=2C(=C(C=CC2)C=2C3=C(N=CN2)NC(=C3)C3=CC=C(C(=O)O)C=C3)C)C=C1